(±)-Tert-butyl (1-(6-(2-((1-(cyclopropylsulfonyl)piperidin-4-yl)amino)-5-fluoropyrimidin-4-yl)-8-fluoro-2-methylquinolin-4-yl)propyl)carbamate C1(CC1)S(=O)(=O)N1CCC(CC1)NC1=NC=C(C(=N1)C=1C=C2C(=CC(=NC2=C(C1)F)C)[C@@H](CC)NC(OC(C)(C)C)=O)F |r|